CC=1C(C2=CC(=CC=C2C1)OC)=O methyl-6-methoxy-1-indenone